CC(C(=O)O)CC(CCCC)C 2,4-dimethyloctanoic acid